3-methyl-1-(4-bromo-phenyl)-2-pyrazolin-5-one CC1=NN(C(C1)=O)C1=CC=C(C=C1)Br